N-Allyl-N-[(1,3-dioxolan-2-yl)-methyl]-dichloroacetamid C(C=C)N(C(C(Cl)Cl)=O)CC1OCCO1